(R)-N-(3,3-difluoro-1-(oxetan-3-yl)piperidin-4-yl)-5-(1-(2-fluoroethyl)-1H-benzo[d][1,2,3]triazol-6-yl)-4-methoxypyrrolo[2,1-f][1,2,4]triazin-2-amine FC1(CN(CC[C@H]1NC1=NN2C(C(=N1)OC)=C(C=C2)C=2C=CC1=C(N(N=N1)CCF)C2)C2COC2)F